4-fluoro-N-(3-(trifluoromethyl)phenyl)benzamide FC1=CC=C(C(=O)NC2=CC(=CC=C2)C(F)(F)F)C=C1